(2H-benzotriazole) 5-(1,1-dimethylethyl)-4-hydroxybenzenepropionate CC(C)(C)C=1C(=CC=C(C1)CCC(=O)O)O.N=1NN=C2C1C=CC=C2